C(C)OC=1N(C2=C3CCOC3=CC=C2N1)CCNC(C)=O N-[2-(2-Ethoxy-7,8-dihydro-6-oxa-1,3-diaza-as-indacen-1-yl)ethyl]acetamide